C1(CC1)C1=NN(C=C1)C1=CC(=NC(=N1)OCCC=1C=NN(C1)C)N1CCOCC1 4-(6-(3-cyclopropyl-1H-pyrazol-1-yl)-2-(2-(1-methyl-1H-pyrazol-4-yl)ethoxy)pyrimidin-4-yl)morpholine